C(N)(=O)C=1C=C2C(=CC=NC2=CC1OCC(C)O)OC1=C(C=C(C=N1)NC(=O)C1(CC1)C(=O)NC1=CC=C(C=C1)F)Cl 1-N'-[6-[6-carbamoyl-7-(2-hydroxypropoxy)quinolin-4-yl]oxy-5-chloropyridin-3-yl]-l-N-(4-fluorophenyl)cyclopropane-1,1-dicarboxamide